CCCCCCCCCCCCCC(=O)O[C@H](CCCCCCCCCCC)CC(=O)O[C@@H]1[C@H]([C@@H](O[C@@H]([C@H]1OP(=O)(O)OP(=O)(O)OCCN)CO)OC[C@@H]2[C@H]([C@@H]([C@H]([C@H](O2)OP(=O)(O)O)NC(=O)C[C@@H](CCCCCCCCCCC)O)OC(=O)C[C@@H](CCCCCCCCCCC)O)O)NC(=O)C[C@@H](CCCCCCCCCCC)OC(=O)CCCCCCCCCCC The molecule is a member of the class of lipid As in which the 4' phosphate group of lipid A is replaced by 2-aminoethyl diphosphate. It is a member of lipid As, a dodecanoate ester and a tetradecanoate ester. It is a conjugate acid of a lipid A 4'-(2-aminoethyl diphosphate)(3-).